(2R,3R,11bR)-3-(2,2-dimethylpropyl)-9-(3-fluoropropoxy)-10-methoxy-1H,2H,3H,4H,6H,7H,11bH-pyrido[2,1-a]isoquinolin-2-ol CC(C[C@H]1[C@@H](C[C@H]2N(CCC3=CC(=C(C=C23)OC)OCCCF)C1)O)(C)C